phenyloxyacetyl-hydrazine C1(=CC=CC=C1)OCC(=O)NN